5-(dimethylphosphoryl)-N-hydroxy-2-(prop-2-yn-1-ylamino)benzamidine CP(=O)(C)C=1C=CC(=C(C(=N)NO)C1)NCC#C